C1(CC1)C1=CC(=NO1)C1=CC(=NC=C1C)C(=O)OC Methyl 4-(5-cyclopropylisoxazol-3-yl)-5-methylpyridinecarboxylate